O1CCNC(C2=C1C=CC=C2)=O 2,3-dihydro-1,4-benzoxazepin-5-one